CN1COCC2=C1C=CC(=C2)B2OC(C(O2)(C)C)(C)C 1-methyl-6-(4,4,5,5-tetramethyl-1,3,2-dioxaborolan-2-yl)-1,4-dihydro-2H-benzo[d][1,3]oxazine